(S)-3-(4-fluoro-2',4',5,6'-tetramethyl-[1,1'-biphenyl]-3-yl)-3-((S)-2-(3-(2-(3-fluoroazetidin-1-yl)ethyl)-5-methyl-6-oxopyridazin-1(6H)-yl)-4-methylpentanamido)propanoic acid FC1=C(C=C(C=C1C)C1=C(C=C(C=C1C)C)C)[C@H](CC(=O)O)NC([C@H](CC(C)C)N1N=C(C=C(C1=O)C)CCN1CC(C1)F)=O